5-(4-((1-(4-Amino-2-(1-ethyl-1H-pyrazol-4-yl)-5-methoxyphenyl)piperidin-4-yl)methyl)piperazin-1-yl)-2-(2,6-dioxopiperidin-3-yl)isoindoline-1,3-dione NC1=CC(=C(C=C1OC)N1CCC(CC1)CN1CCN(CC1)C=1C=C2C(N(C(C2=CC1)=O)C1C(NC(CC1)=O)=O)=O)C=1C=NN(C1)CC